ClC=1C=NC=C(C1[C@@H](C)OC=1C=C2C(=NNC2=CC1)C=1C=C(NCC2=NC=CC=C2)C=C(C1)OC)Cl 3-[5-[(1R)-1-(3,5-dichloro-4-pyridyl)ethoxy]-1H-indazol-3-yl]-5-methoxy-N-(2-pyridyl-methyl)aniline